C1CCCC2C3CCCCC3C3C(=C12)C(=O)OC3=O dodecahydro-9,10-phenanthrenedicarboxylic anhydride